C(C)C1=C(C=C(C(=O)O)C=C1)NC(=O)C=1C=NC=C(C1)C1=CC(=CC=C1)F 4-Ethyl-3-[5-(3-fluorophenyl)pyridine-3-amido]benzoic acid